1-(2-methacryloyloxyethyl)-2-imidazolidinone C(C(=C)C)(=O)OCCN1C(NCC1)=O